(R)-7-((5-(1-(dimethyl-amino)ethyl)pyridin-2-yl)amino)-4-(7-fluoro-imidazo[1,2-a]pyridin-3-yl)isoindolin-1-one CN([C@H](C)C=1C=CC(=NC1)NC=1C=CC(=C2CNC(C12)=O)C1=CN=C2N1C=CC(=C2)F)C